ClC1=C(C(=O)N(C)C)C=CC(=C1)NC1CN(C1)C1CC2(CN(C2)C([C@@](C(F)(F)F)(C2=CC=CC=C2)O)=O)C1 2-chloro-N,N-dimethyl-4-(1-(2-((R)-3,3,3-trifluoro-2-hydroxy-2-phenylpropanoyl)-2-azaspiro[3.3]heptan-6-yl)azetidin-3-ylamino)benzamide